2-((5-amino-2-(1H-pyrazol-5-yl)thieno[3,2-b]pyridin-7-yl)amino)-N-cyclopropylacetamide NC1=CC(=C2C(=N1)C=C(S2)C2=CC=NN2)NCC(=O)NC2CC2